C(C)C(CC1=CSC=C1)CCCC 3-(2-ethylhexyl)thiophene